FC1=C(C=C(C(=C1O)F)C(F)(F)F)C1=NN(C2=C1C=NC(=C2)N2C(CN(CC2)CC)=O)C 1-(3-(2,4-Difluoro-3-hydroxy-5-(trifluoromethyl)phenyl)-1-methyl-1H-pyrazolo[4,3-c]pyridin-6-yl)-4-ethylpiperazin-2-one